BrC=1C(=CC(=NC1)C(F)(F)F)Cl 5-bromo-4-chloro-2-(trifluoromethyl)pyridine